F[Li].[Li] lithium fluorolithium